CS(=O)(C)=NC=1C=NC(=NC1)N1N=CN=C1[C@H](C)NC(C1=CC(=CC(=C1)C(F)(F)F)OCC(F)(F)F)=O (S)-N-(1-(1-(5-((dimethyl(oxo)-λ6-sulfaneylidene)amino)pyrimidin-2-yl)-1H-1,2,4-triazol-5-yl)ethyl)-3-(2,2,2-trifluoroethoxy)-5-(trifluoromethyl)benzamide